C(=C)C1=CC=C(CN2N=NN=C2CCCCCCCCCCCCC2=NN=NN2CC2=CC=C(C=C2)C=C)C=C1 5,5'-dodecamethylenebis[1-(4-vinylbenzyl)-1H-tetrazole]